α-aminohexanoic acid NC(C(=O)O)CCCC